ClC1=CC(=C(N=N1)N1[C@@H]2[C@H](OCC1)CCN(C2)C(=O)OC(C)(C)C)C(F)F tert-butyl (4aS,8aR)-4-[6-chloro-4-(difluoromethyl)pyridazin-3-yl]-3,4a,5,7,8,8a-hexahydro-2H-pyrido[4,3-b][1,4]oxazine-6-carboxylate